ClC=1C=C(C=C(C1)Cl)C1=NC(=NC=C1)NC1=CC=C(C=C1)C(F)(F)F 4-(3,5-dichlorophenyl)-N-(4-(trifluoromethyl)phenyl)pyrimidin-2-amine